OC1CN(C1)C1=NC=CC(=C1)C#N 2-(3-hydroxyazetidin-1-yl)pyridine-4-carbonitrile